(R,2R)-N'-((5-(2-methoxypyridin-4-yl)-2,3-dihydrobenzofuran-4-yl)carbamoyl)-2-methyl-2,3-dihydropyrazolo[5,1-b]oxazole-7-sulfonimidamide COC1=NC=CC(=C1)C=1C=CC2=C(CCO2)C1NC(=O)N=[S@](=O)(N)C=1C=NN2C1O[C@@H](C2)C